ClCC[Si](C)(C)OC 2-chloroethyl(methoxydimethylsilane)